ClC=1C=CC(=C(C1)[C@@H]1C(NC2=CC3=C(C=C12)C=CC=C3)=O)O |r| (±)-3-(5-chloro-2-hydroxyphenyl)-1,3-dihydro-2H-benz[f]indol-2-one